S(=O)(=O)(O)C1=C2C=CC(=CC2=CC(=C1)S(=O)(=O)O)C(=O)O 5,7-disulfo-2-naphthoic acid